ClC(=O)[C@@H]1CC[C@H](CO1)NC(OC(C)(C)C)=O tert-butyl ((3R,6S)-6-(chlorocarbonyl)tetrahydro-2H-pyran-3-yl)carbamate